6-ethoxycarbonyl-l-2-methoxythioxanthone C(C)OC(=O)C=1C=C2SC=3C=CC(=CC3C(C2=CC1)=O)OC